tert-butyl 2-(2-{[(tert-butoxy) carbonyl] ({[4-(ethoxycarbonyl)-1,3-thiazol-2-yl] methyl}) amino} ethyl)-1H-1,3-benzodiazole-1-carboxylate C(C)(C)(C)OC(=O)N(CCC1=NC2=C(N1C(=O)OC(C)(C)C)C=CC=C2)CC=2SC=C(N2)C(=O)OCC